BrC1=C2C=C(N(C2=CC=C1)CC(F)(F)F)C#N 4-bromo-1-(2,2,2-trifluoroethyl)-1H-indole-2-carbonitrile